C1(CCCCC1)CN1C(C=2C=C(C(=NC2C=C1)C)C(=O)O)=O 6-(cyclohexylmethyl)-2-methyl-5-oxo-5,6-dihydro-1,6-naphthyridine-3-carboxylic acid